1,3-benzothiazol-2-thiol S1C(=NC2=C1C=CC=C2)S